trans-4-((4-(1-Iso-propyl-1H-pyrazol-4-yl)pyridin-2-yl)((trans-4-(5-methoxy-6-methylpyridin-2-yl)-cyclohexyl)methyl)-carbamoyl)cyclohexyl 3-(dimethylamino)-azetidine-1-carboxylate CN(C1CN(C1)C(=O)O[C@@H]1CC[C@H](CC1)C(N(C[C@@H]1CC[C@H](CC1)C1=NC(=C(C=C1)OC)C)C1=NC=CC(=C1)C=1C=NN(C1)C(C)C)=O)C